3-(7-(6-(bis(4-methoxybenzyl)amino)-4-methylpyridin-2-yl)-6-chloro-2,8-difluoroquinazolin-4-yl)-3,8-diazabicyclo[3.2.1]octane-8-carboxylic acid tert-butyl ester C(C)(C)(C)OC(=O)N1C2CN(CC1CC2)C2=NC(=NC1=C(C(=C(C=C21)Cl)C2=NC(=CC(=C2)C)N(CC2=CC=C(C=C2)OC)CC2=CC=C(C=C2)OC)F)F